BrC1=C(C(=CC=C1)F)[C@](CC(=O)NC1(CC1)C1=CC(=CC(=C1)OCC(F)(F)F)Cl)(C)O (R)-3-(2-bromo-6-fluorophenyl)-N-(1-(3-chloro-5-(2,2,2-trifluoroethoxy)phenyl)cyclopropyl)-3-hydroxybutanamide